C(C)OP(=O)(OCC)C(C(=O)OC(C)(C)C)CC=1OC=C(N1)C1(CC1)C1=CC=C(C=C1)C(F)(F)F tert-butyl 2-(diethoxyphosphoryl)-3-(4-(1-(4-(trifluoromethyl)phenyl)cyclopropyl)oxazol-2-yl)propanoate